NC[C@H]1CN(C[C@@H]1O)C(=O)OC(C)(C)C tert-butyl (3S,4R)-3-(aminomethyl)-4-hydroxypyrrolidine-1-carboxylate